tris(2-hydroxyethyl)ammonium (1'R,2'R)-6-hydroxy-5'-methyl-4-pentyl-2'-(prop-1-en-2-yl)-1',2',3',4'-tetrahydro-[1,1'-biphenyl]-2-yl-sulfate OC1=CC(=CC(=C1[C@H]1[C@@H](CCC(=C1)C)C(=C)C)OS(=O)(=O)[O-])CCCCC.OCC[NH+](CCO)CCO